C1(CCCC1)N1C(N(C(C1=O)=CC1=CC(=C(C=C1)O)O)C)=[Se] 3-cyclopentyl-5-(3,4-dihydroxybenzylidene)-1-methyl-2-selenoxoimidazolidin-4-one